CC1=C(C=CC(=C1)[N+](=O)[O-])S(=O)C 2-methyl-1-(methylsulfinyl)-4-nitrobenzene